Cl.NOC (aminooxy)methane hydrochloride